CC1=C(CCC(=O)Cl)C=C(C=C1)C 2,5-dimethylbenzylacetylchloride